N-(3-chloro-5-(methylsulfonamido)phenyl)-4-(trifluoromethyl)benzo[b]thiophene-2-carboxamide ClC=1C=C(C=C(C1)NS(=O)(=O)C)NC(=O)C1=CC2=C(S1)C=CC=C2C(F)(F)F